3-benzyl-1-(trans-4-((4-(4-chloro-1H-pyrazol-3-yl)-5-cyanopyrimidin-2-yl)amino)cyclohexyl)-1-(2'-methoxy(5,5'-bipyrimidin)-2-yl)urea C(C1=CC=CC=C1)NC(N(C1=NC=C(C=N1)C=1C=NC(=NC1)OC)[C@@H]1CC[C@H](CC1)NC1=NC=C(C(=N1)C1=NNC=C1Cl)C#N)=O